1H-pyrrolo[3,2-b]Pyridine-3-carboxylic acid N1C=C(C2=NC=CC=C21)C(=O)O